Tributyl-(2-pyrazinyl)stannane C(CCC)[Sn](C1=NC=CN=C1)(CCCC)CCCC